(S)-2-allyl-5-((4-((2-hydroxy-1-phenylethyl)amino)-5-(1,2,4-oxadiazol-5-yl)pyrimidin-2-yl)amino)-3,3-dimethylisoindolin-1-one C(C=C)N1C(C2=CC=C(C=C2C1(C)C)NC1=NC=C(C(=N1)N[C@H](CO)C1=CC=CC=C1)C1=NC=NO1)=O